3-((3-(1-((5-(5-(difluoromethyl)-1,3,4-oxadiazol-2-yl)pyridin-2-yl)methyl)-1H-1,2,3-triazol-4-yl)phenyl)carbamoyl)azetidine-1-carboxylic acid tert-butyl ester C(C)(C)(C)OC(=O)N1CC(C1)C(NC1=CC(=CC=C1)C=1N=NN(C1)CC1=NC=C(C=C1)C=1OC(=NN1)C(F)F)=O